(±)-(1S)-camphor-10-sulfonic acid [C@]12(C(=O)C[C@@H](CC1)C2(C)C)CS(=O)(=O)O |&1:4|